C1(=CC=CC=C1)C=1N=C2N(C=C(C=C2)C=C)C1 2-phenyl-6-vinylimidazo[1,2-a]pyridine